S1C=NC=C1O[C@@H]1CC2=CC[C@H]3[C@@H]4CC=C([C@@]4(C)CC[C@@H]3[C@]2(CC1)C)N1C=NC2=C1C=CC=C2 3β-(thiazol-5-yloxy)-17-(1H-benzimidazol-1-yl)androsta-5,16-diene